5-(1-(3,5-Difluorophenyl)ethoxy)-3-(5-(1-(1-methylpiperidin-4-yl)ethyl)-1,4,5,6-tetrahydropyrrolo[3,4-d]imidazol-2-yl)-1H-indazole FC=1C=C(C=C(C1)F)C(C)OC=1C=C2C(=NNC2=CC1)C1=NC2=C(N1)CN(C2)C(C)C2CCN(CC2)C